3-(3,4,5-trimethoxybenzylidene)-5-(2-fluorobenzenesulfonyl)-5-(4-acetamidobenzenesulfonyl)-4-piperidone COC=1C=C(C=C2CNCC(C2=O)(S(=O)(=O)C2=CC=C(C=C2)NC(C)=O)S(=O)(=O)C2=C(C=CC=C2)F)C=C(C1OC)OC